5-methyl-6-spiro[2H-benzofuran-3,1'-cyclopropane]-4-yloxy-pyridin-3-amine CC=1C=C(C=NC1OC1=CC=CC2=C1C1(CC1)CO2)N